4-(6-bromo-3-pyridyl)tetrahydropyran-4-carbonitrile BrC1=CC=C(C=N1)C1(CCOCC1)C#N